(1s,4s)-4-(4,7-dimethyl-1,3-dioxoisoindolin-2-yl)-N-(3-methoxy-4-methylphenyl)cyclohexanecarboxamide CC1=C2C(N(C(C2=C(C=C1)C)=O)C1CCC(CC1)C(=O)NC1=CC(=C(C=C1)C)OC)=O